(S)-2-((9-((S)-2-carbonyl-4-(trifluoromethyl)oxazolidin-3-yl)-5,6-dihydroimidazo[1,2-d]thieno[2,3-f][1,4]oxazepin-2-yl)amino)propionamide C(=O)=C1OC[C@H](N1C=1N=C2N(CCOC3=C2SC(=C3)N[C@H](C(=O)N)C)C1)C(F)(F)F